3-[5-[3-(2-azidoethoxy)propyl]-3-methyl-2-oxo-benzimidazol-1-yl]piperidine-2,6-dione N(=[N+]=[N-])CCOCCCC1=CC2=C(N(C(N2C)=O)C2C(NC(CC2)=O)=O)C=C1